ClC1=CC=C(C=C1)C=1N=C2N(C=CC=C2)C1CC=1C(=NC(=CC1)OC1CCOCC1)C(=O)N1CCNCC1 [2-(4-chlorophenyl)imidazo[1,2-a]pyridin-3-yl]methyl[piperazin-1-yl][6-(tetrahydro-2H-pyran-4-yloxy)pyridin-2-yl]methanone